ClC1=C(C=C(C=C1)COC=1C=2N(C=C(C1)C=1C=NN(C1)C)N=CC2C#N)NC(C=C)=O N-(2-chloro-5-(((3-cyano-6-(1-methyl-1H-pyrazol-4-yl)pyrazolo[1,5-a]pyridin-4-yl)oxy)methyl)phenyl)acrylamide